N-(3-benzyl-4-cyclopropyl-1-methyl-1H-pyrazol-5-yl)-2-(1-(trifluoromethyl)cyclopropyl)acetamide C(C1=CC=CC=C1)C1=NN(C(=C1C1CC1)NC(CC1(CC1)C(F)(F)F)=O)C